5-oxo-5,7-dihydrofuro[3,4-b]pyridine 1-oxide O=C1OCC2=[N+](C=CC=C21)[O-]